bis((3-ethyl-3-oxetanylmethyl) methoxyl) ether C(C)C1(COC1)CCOOOCCC1(COC1)CC